3-Amino-5-Methylpiperidine NC1CNCC(C1)C